N1(N=NN=C1)C1=NC=CC=C1 2-(1H-tetrazol-1-yl)pyridine